methyl 2-(2-{2-[1'-(1-acetylpiperidin-4-yl)-5'-fluoro-[4,6'-biindazol]-1-yl]acetamido}acetamido)acetate C(C)(=O)N1CCC(CC1)N1N=CC2=CC(=C(C=C12)C=1C=2C=NN(C2C=CC1)CC(=O)NCC(=O)NCC(=O)OC)F